FC(C=1C=C2C=C(NC2=CC1)C(NC(C(N1[C@@H](CCC1)C(=O)N1CC2=CC=CC=C2CC1)=O)C1CCNCC1)=O)(F)P(O)(O)=O (difluoro(2-((2-oxo-1-(piperidin-4-yl)-2-((S)-2-(1,2,3,4-tetrahydroisoquinoline-2-carbonyl)pyrrolidin-1-yl)ethyl)carbamoyl)-1H-indol-5-yl)methyl)phosphonic acid